C(C)(C)C1=CC=C(C=C1)C=1NC=C(N1)C1=CC=CC2=CC=CC=C12 2-(4-Isopropylphenyl)-4-(1-naphthyl)imidazole